2,4,6-Trimethylbenzoyl-diphenylphosphin oxid CC1=C(C(=O)P(C2=CC=CC=C2)(C2=CC=CC=C2)=O)C(=CC(=C1)C)C